C(C)(C)C1=C(NC2=CC=C(C=C12)C1CCN(CC1)C1COC1)C1=CC=2N(C(=C1)C)N=NC2 5-(3-isopropyl-5-(1-(oxetan-3-yl)piperidin-4-yl)-1H-indol-2-yl)-7-methyl-[1,2,3]triazolo[1,5-a]pyridine